ClC1=C(C=C(C(=C1)S(=O)(=NC1=CC=C(C=C1)S(F)(F)(F)(F)F)C)C)N=CN(C)CC N'-(2-chloro-5-methyl-4-(S-methyl-N-(4-(pentafluoro-λ6-sulfaneyl)phenyl)sulfonimidoyl)phenyl)-N-ethyl-N-methylformimidamide